C(C)(C)(C)[Si](C)(C)O[C@H](CN=C=S)C tert-butyl-((1S)-2-isothiocyano-1-methyl-ethoxy)-dimethylsilane